C/C(/C(=O)N1C(CCCC1)C=1NC(=CN1)C1=CC=C(C=C1)C)=C\C (E)-2-methyl-1-(2-(5-(p-tolyl)-1H-imidazol-2-yl)piperidin-1-yl)but-2-en-1-one